2-(3-(4-methyl-4H-1,2,4-triazol-3-yl)pyrrolidin-1-yl)-3-(pyridin-3-yl)benzonitrile CN1C(=NN=C1)C1CN(CC1)C1=C(C#N)C=CC=C1C=1C=NC=CC1